COC(=O)N1CCC2(CN(C(N2CC2=CC(=CC=C2)OC)=O)C2=NC(=C(C=C2)C=2C=NNC2)CC)CC1 3-(6-ethyl-5-(1H-pyrazol-4-yl)pyridin-2-yl)-1-(3-methoxybenzyl)-2-oxo-1,3,8-triazaspiro[4.5]decane-8-carboxylic acid methyl ester